4,5-DIBROMOTHIOPHENE-2-CARBOXALDEHYDE BrC=1C=C(SC1Br)C=O